4-chloro-11-ethylpyrano[2,3-b]phenothiazine ClC1=CCOC2=CC=3N(C4=CC=CC=C4SC3C=C21)CC